(2,3,4,5-tetramethylcyclopentadienyl)silane CC=1C(C(=C(C1C)C)C)[SiH3]